[I-].OC1=C2C(=CNC2=CC=C1)CC[N+](C(C)C)(C)C [2-(4-hydroxy-1H-indol-3-yl)ethyl]dimethyl(propan-2-yl)azanium iodide